CC1=NC=C(C(=C1O)CO)C=O The molecule is a pyridinecarbaldehyde that is pyridine-5-carbaldehyde bearing methyl, hydroxy and hydroxymethyl substituents at positions 2, 3 and 4 respectively. It has a role as a metabolite. It is a hydroxymethylpyridine, a monohydroxypyridine, a member of methylpyridines and a pyridinecarbaldehyde.